BrC=1C=CC=2N(C1)C(=CN2)C=2C=C(C=CC2)S(=O)(=O)NC(OC(C)(C)C)=O tert-butyl ((3-(6-bromoimidazo[1,2-a]pyridin-3-yl)phenyl)sulfonyl)carbamate